aluminum scandium yttrium [Y].[Sc].[Al]